BrC1=CC=C(C=C1)N1C2=CC=CC=C2SC=2C=CC=CC12 10-(4-bromophenyl)-10H-phenothiazine